1-amino-3-fluoroethyl-adamantane hydrochloride Cl.NC12CC3(CC(CC(C1)C3)C2)CCF